1-(3,6,9,12-tetraoxapentadec-14-yn-1-yl)-1H-pyridine C(COCCOCCOCCOCC#C)N1CC=CC=C1